[Cl-].N[C@@H](CCCCN)C(=O)[O-].[Mn+2] manganese monolysinate chloride